N1-(2-(dimethylamino)ethyl)-5-methoxy-N1-methyl-N4-(4-(3,3,5-trimethyl-2,3-dihydro-1H-pyrrolo[3,2-b]pyridin-1-yl)pyridin-2-yl)benzene-1,2,4-triamine CN(CCN(C=1C(=CC(=C(C1)OC)NC1=NC=CC(=C1)N1CC(C2=NC(=CC=C21)C)(C)C)N)C)C